2-[[7-(4-cyanophenyl)benzo[d]isothiazol-6-yl]thio]-3,3-dimethylbutanoic acid C(#N)C1=CC=C(C=C1)C1=C(C=CC=2C=NSC21)SC(C(=O)O)C(C)(C)C